The molecule is a trianionic form of UDP-N-acetylmuramoyl-L-alanyl-D-gamma-glutamyl-L-lysine having anionic carboxylic acid and diphosphate groups and a protonated primary amino group (at the side-chain of the lysine residue; major species at pH7.3. It is a nucleotide-sugar oxoanion and a dicarboxylic acid anion. It is a conjugate base of an UDP-N-acetylmuramoyl-L-alanyl-D-gamma-glutamyl-L-lysine. C[C@@H](C(=O)N[C@H](CCC(=O)N[C@@H](CCCC[NH3+])C(=O)[O-])C(=O)[O-])NC(=O)[C@@H](C)O[C@H]1[C@@H]([C@H](OC([C@@H]1NC(=O)C)OP(=O)([O-])OP(=O)([O-])OC[C@@H]2[C@H]([C@H]([C@@H](O2)N3C=CC(=O)NC3=O)O)O)CO)O